N1N=C(C=C1)C1=CC=CC=C1C(=O)C1=CC=CC=C1 pyrazolbenzophenone